5-[2-(3,5-Dimethyl-phenylamino)-pyrimidin-4-yl]-2-methyl-2H-pyrazole-3-carboxylic acid ethyl ester C(C)OC(=O)C=1N(N=C(C1)C1=NC(=NC=C1)NC1=CC(=CC(=C1)C)C)C